N-[2,4-difluoro-3-([3-methyl-1H-pyrazolo[3,4-b]pyridin-5-yl]methoxy)phenyl]-5-fluoro-2-methoxypyridine-3-sulfonamide FC1=C(C=CC(=C1OCC=1C=C2C(=NC1)NN=C2C)F)NS(=O)(=O)C=2C(=NC=C(C2)F)OC